N-(5,6-Dichloro-9-(1-(tetrahydro-2H-pyran-2-yl)-1H-pyrazol-4-yl)-2,3-dihydro-1H-pyrrolo[1,2-a]indol-1-yl)-2-hydroxyacetamide ClC1=C(C=CC=2C(=C3N(C12)CCC3NC(CO)=O)C=3C=NN(C3)C3OCCCC3)Cl